C(C)(C)(C)OC(NC=1C(=C(C=C2C=C(N=CC12)NC(=O)[C@H]1[C@@H](C1)F)C1=C(C=CC=C1Cl)Cl)F)=O |r| (±)-trans-(6-(2,6-dichlorophenyl)-7-fluoro-3-(2-fluorocyclopropane-1-carboxamido)isoquinolin-8-yl)carbamic acid tert-butyl ester